FC=1C=NN2C1C(=CC=C2)COC2=CC=CC(=N2)C2CCN(CC2)CC2=NC1=C(N2C[C@H]2OCC2)C=C(C=C1)C(=O)OC(C)(C)C Tert-butyl (S)-2-((4-(6-((3-fluoropyrazolo[1,5-a]pyridin-4-yl) methoxy) pyridin-2-yl) piperidin-1-yl) methyl)-1-(oxetan-2-ylmethyl)-1H-benzo[d]imidazole-6-carboxylate